BrC=1C=C(C=C2C(=CN(C12)C)C(=O)O)Cl 7-Bromo-5-chloro-1-methyl-1H-indole-3-carboxylic acid